[Cl-].[Cl-].[Ti+4].[SiH4] silane titanium (IV) dichloride